(R)-4-(2-chloro-7-((4-methylsulfonylpiperazin-1-yl)methyl)thieno[3,2-d]Pyrimidin-4-yl)-3-methylmorpholine ClC=1N=C(C2=C(N1)C(=CS2)CN2CCN(CC2)S(=O)(=O)C)N2[C@@H](COCC2)C